6-chloro-4,9-dimethyl-2-(trifluoromethyl)-4,9-dihydro-10H-pyrimido[5,4-b]thiazolo[5,4-e][1,4]diazepin-10-one ClC=1N=CC=2N(C(C3=C(N(C2N1)C)SC(=N3)C(F)(F)F)=O)C